tetradodecyl-ammonium tetrakis(4-chlorophenyl)borate ClC1=CC=C(C=C1)[B-](C1=CC=C(C=C1)Cl)(C1=CC=C(C=C1)Cl)C1=CC=C(C=C1)Cl.C(CCCCCCCCCCC)[N+](CCCCCCCCCCCC)(CCCCCCCCCCCC)CCCCCCCCCCCC